2-(3-Trifluoromethylphenyl)-1H-benzo[d]imidazole FC(C=1C=C(C=CC1)C1=NC2=C(N1)C=CC=C2)(F)F